[Al].[Mg].[Zn] Zinc Magnesium Aluminium